thiophosgen C(=S)(Cl)Cl